(E)-3-chloro-5-ethoxy-3-(trifluoromethyl)pent-4-enenitrile ClC(CC#N)(\C=C\OCC)C(F)(F)F